FC=1C=C(CC=2C=C3C(=NNC3=CC2)C=CC2=C(C=CC=C2)F)C=C(C1)F 5-(3,5-difluorobenzyl)-3-(2-fluorostyryl)-1H-indazole